N1(CCC1)CC=1C(=NN(C1)C1=NC(=NC=C1)NC=1CC(C(=CC1OC)C1=CC=CC=C1)(OC)NC(C=C)=O)C N-(4-(4-(4-(azetidin-1-ylmethyl)-3-methyl-1H-pyrazol-1-yl)pyrimidin-2-ylamino)-2,5-dimethoxybiphenyl-2-yl)acrylamide